n-tridecylphosphoric acid C(CCCCCCCCCCCC)OP(O)(O)=O